C(C)N(C(C1=C(C=CC(=C1)F)C=1C=2N(C=C(C1)C1CN(C1)[C@H](CN1CCN(CC1)CCO)C(C)C)C(=NC2)C)=O)C(C)C N-ethyl-5-fluoro-2-(6-{1-[(2S)-1-[4-(2-hydroxyethyl)piperazin-1-yl]-3-methylbutan-2-yl]azetidin-3-yl}-3-methylimidazo[1,5-a]pyridin-8-yl)-N-(isopropyl)benzamide